Cl.Cl.N[C@H](C=1N=C2N(N=CC(=C2)CN2C[C@@H]3C([C@@H]3CNC2=O)(F)F)C1)C1CCC(CC1)(F)F (1R,7S)-3-((2-((S)-amino(4,4-difluorocyclohexyl)methyl)imidazo[1,2-b]pyridazin-7-yl)methyl)-8,8-difluoro-3,5-diazabicyclo[5.1.0]octan-4-one dihydrochloride